cyclopentyl-tertiary butyl-dimethoxysilane methyl-2-(2-((2-chloro-3-(2,3-dichloropyridin-4-yl)phenyl)carbamoyl)-1-methyl-1,4,6,7-tetrahydro-5H-imidazo[4,5-c]pyridin-5-yl)acetate COC(CN1CC2=C(CC1)N(C(=N2)C(NC2=C(C(=CC=C2)C2=C(C(=NC=C2)Cl)Cl)Cl)=O)C)=O.C2(CCCC2)[Si](OC)(OC)C(C)(C)C